(E)-3,6,6-Trimethyl-6,7-dihydrobenzofuran-4(5H)-one-O-(4-(dicyclohexylamino)but-2-yn-1-yl)oxime C1(CCCCC1)N(CC#CCO\N=C\1/CC(CC2=C1C(=CO2)C)(C)C)C2CCCCC2